ClC1=CC=C(N=N1)OC 6-chloro-3-methoxy-pyridazin